C(CCCCCCC=CC=CCC)O 8,10-tridecadienol